arsenic-oxide [As]=O